ClC(=CNC(CC)=O)Cl N-(2,2-dichloro-vinyl)-propionamide